4,7-dibromobenzothiazole BrC1=CC=C(C2=C1N=CS2)Br